1-(5-bromo-1H-indazol-3-yl)-3-(6-(4-isopropyl-4H-1,2,4-triazol-3-yl)pyridin-2-yl)urea BrC=1C=C2C(=NNC2=CC1)NC(=O)NC1=NC(=CC=C1)C1=NN=CN1C(C)C